FC(N1C=2C=3C=CN=C([C@H](C/C=C/CC(NC2C=N1)=O)NC(OC(C)(C)C)=O)C3)F tert-butyl N-[(10E,13S)-3-(difluoromethyl)-8-oxo-3,4,7,15-tetraazatricyclo[12.3.1.02,6]octadeca-1(18),2(6),4,10,14,16-hexaen-13-yl]carbamate